O1C(=NC2=C1C=CC=C2)S=CCCCOC2=CC=C(C=C2)C(\C=C\C=2C=C(C=CC2)C)=O (E)-1-(4-(4-(benzo[d]oxazol-2-yl-thioxo)butoxy)phenyl)-3-(3-tolyl)-2-propen-1-one